ClC1=C(C=C(C=N1)NC(C1=CC(=CC=C1)C(F)(F)F)=O)N1C(N(C2=NC(=NC=C2C1)S(=O)(=O)C)C)=O N-(6-chloro-5-(1-methyl-7-(methylsulfonyl)-2-oxo-1,2-dihydropyrimido[4,5-d]pyrimidine-3(4H)-yl)pyridin-3-yl)-3-(trifluoromethyl)benzamide